5-amino-8-(2,6-dimethyl-1-oxido-pyridin-1-ium-4-yl)-2-[(1-methylimidazol-2-yl)methyl]-7-phenyl-[1,2,4]triazolo[4,3-c]pyrimidin-3-one NC1=NC(=C(C=2N1C(N(N2)CC=2N(C=CN2)C)=O)C2=CC(=[N+](C(=C2)C)[O-])C)C2=CC=CC=C2